C(CCCCCCCC)(=O)OCC(CO)O 2,3-dihydroxypropyl nonanoate